[N-]=C=O.O1CCCC1 tetrahydrofuran isocyanate